2-({2-[4-(2-aminoethoxy)pyridin-2-yl]-5H,6H,7H-cyclopenta[d]pyrimidin-4-yl}(methyl)amino)-N-(3-fluorophenyl)acetamide NCCOC1=CC(=NC=C1)C=1N=C(C2=C(N1)CCC2)N(CC(=O)NC2=CC(=CC=C2)F)C